2,8-difluoro-10,11-dihydro-5H-dibenzo[a,d][7]annulen-5-one FC1=CC2=C(C(C3=C(CC2)C=C(C=C3)F)=O)C=C1